(R)-2-((R)-1,3,4,5-tetrahydrobenzo[c]oxazepin-1-yl)pyrrolidine N1(OCCCC2=C1C=CC=C2)[C@H]2NCCC2